Triisopropanol ammonium [NH4+].C(C)(C)O.C(C)(C)O.C(C)(C)O